3-(2H-benzo[d][1,2,3]triazol-2-yl)-2-hydroxy-5-methylbenzaldehyde N=1N(N=C2C1C=CC=C2)C=2C(=C(C=O)C=C(C2)C)O